2-(3,4-dichlorophenyl)-1-ethyl-5-iodo-6-methyl-4-oxo-pyridine-3-carboxylic acid methyl ester COC(=O)C1=C(N(C(=C(C1=O)I)C)CC)C1=CC(=C(C=C1)Cl)Cl